4-((2-((tert-Butyldimethylsilyl)oxy)ethyl)amino)benzoic acid methyl ester COC(C1=CC=C(C=C1)NCCO[Si](C)(C)C(C)(C)C)=O